ClC=1C=C(C(=NC1)OCC1CC1)I 5-chloro-2-(cyclopropylmethoxy)-3-iodopyridine